phenylphosphonic acid di(4-aminophenyl) ester NC1=CC=C(C=C1)OP(OC1=CC=C(C=C1)N)(=O)C1=CC=CC=C1